FC(C1=CC=C(C=N1)C1CCC(CC1)N1CC2(CS(C2)(=O)=O)CCC1)(F)F 6-((1r,4r)-4-(6-(trifluoromethyl)pyridin-3-yl)cyclohexyl)-2-thia-6-azaspiro[3.5]nonane 2,2-dioxide